NC1CCN(CC1)C(=O)OC(C)(C)C tert-butyl (3R)-4-aminopiperidine-1-carboxylate